C12N(CC(NC1)C2)C=2C=C1CCN(C(C1=CC2)=O)C[C@@H](CN2CC1=CC=CC=C1CC2)O 6-(2,5-diazabicyclo[2.2.1]hept-2-yl)-2-[(2R)-3-(3,4-dihydro-1H-isoquinolin-2-yl)-2-hydroxy-propyl]-3,4-dihydroisoquinolin-1-one